1-(6-(Chloromethyl)-5-fluoropyridazin-3-yl)dihydropyrimidine-2,4(1H,3H)-dione ClCC1=C(C=C(N=N1)N1C(NC(CC1)=O)=O)F